propylmethylenebis(3-methyl-6-t-butylphenol) C(CC)C(C1=C(C(=CC=C1C)C(C)(C)C)O)C1=C(C(=CC=C1C)C(C)(C)C)O